4-(((2,4-diaminoquinazolin-5-yl)oxy)methyl)phenyl sulfurofluoridate S(OC1=CC=C(C=C1)COC1=C2C(=NC(=NC2=CC=C1)N)N)(=O)(=O)F